O(CC1(CCCCC1)C)CC1(CCCCC1)C 1,1'-(oxybis(methylene))bis(1-methylcyclohexane)